C(C)OC(C)=O.ClC1=CC=C(C=C1)OP(=O)(O)O 4-chlorophenyl-dihydrogenphosphate-acetic acid ethyl ester